C1=NNC(C=2C1=C1CCCCN1C2)=O 7,8,9,10-tetrahydropyridazino[4,5-a]indolizin-4(3H)-one